5-(3-fluoro-1H-pyrazol-4-yl)-2-{3-[(3R)-3-(2-hydroxypropan-2-yl)piperazin-1-yl]-1,2,4-triazin-6-yl}phenol dihydrochloride Cl.Cl.FC1=NNC=C1C=1C=CC(=C(C1)O)C1=CN=C(N=N1)N1C[C@@H](NCC1)C(C)(C)O